2-[4-[7-(7-chloro-1-naphthyl)-2-[[(2S)-1-methylpyrrolidin-2-yl]methoxy]-6,8-dihydro-5H-pyrido[3,4-d]pyrimidin-4-yl]piperazin-2-yl]acetonitrile ClC1=CC=C2C=CC=C(C2=C1)N1CC=2N=C(N=C(C2CC1)N1CC(NCC1)CC#N)OC[C@H]1N(CCC1)C